[3-(2-chloro-5-fluorophenyl)-1-oxo-2,3-dihydro-1H-pyrrolo[4,3-h]isoquinolin-4-yl]-5-fluoro-N-{[5-fluoro-3-(trifluoromethyl)phenyl]carbonyl}-3-(trifluoromethyl)benzamide ClC1=C(C=C(C=C1)F)C1NC(C2=C1C(=CC=1C=CN=CC21)C2=C(C(=O)NC(=O)C1=CC(=CC(=C1)F)C(F)(F)F)C=C(C=C2C(F)(F)F)F)=O